1-(2-(5-(4-(Hydroxymethyl)-phenyl)-1H-imidazol-2-yl)piperidin-1-yl)-2-methylbutan-1-one OCC1=CC=C(C=C1)C1=CN=C(N1)C1N(CCCC1)C(C(CC)C)=O